(2-amino-2-(hydroxyimino)ethyl)phosphonic acid hydrogen n-hexyl ester C(CCCCC)OP(O)(=O)CC(=NO)N